N1(CCCC1)C1=NC=CC(=N1)C1=CC=2C=NC(=CC2N1COCC[Si](C)(C)C)NC1CCOCC1 2-(2-(pyrrolidin-1-yl)pyrimidin-4-yl)-N-(tetrahydro-2H-pyran-4-yl)-1-((2-(trimethylsilyl)ethoxy)methyl)-1H-pyrrolo[3,2-c]pyridin-6-amine